CC1=C(C=C(C=C1)C1[C@@H]2CN(C[C@H]12)C(=O)C1CC2(C1)NC(OC2)=O)C(F)(F)F (2s,4S)-2-((1R,5S,6S)-6-(4-Methyl-3-(trifluoromethyl)phenyl)-3-azabicyclo[3.1.0]hexan-3-carbonyl)-7-oxa-5-azaspiro[3.4]octan-6-on